[N+](=O)([O-])C1=C(C)C=CC(=C1)[N+](=O)[O-] L-2,4-dinitrotoluene